O=S1(CCC2(CN(C2)C(=O)N2CC(C2)C2=CC=C(C=C2)C2(CC2)C(F)(F)F)CC1)=O (7,7-dioxo-7lambda6-thia-2-azaspiro[3.5]nonan-2-yl)-[3-[4-[1-(trifluoromethyl)cyclopropyl]phenyl]azetidin-1-yl]methanone